(S)-6-methyl-2-(trifluoromethyl)-6,7-dihydropyrazolo[1,5-a]pyrazin-4(5H)-one C[C@@H]1NC(C=2N(C1)N=C(C2)C(F)(F)F)=O